C(C=C)(=O)NC=1C=C(C=CC1C)C1=C(NC2=NC=C(C=C21)C(=O)OC(C)C)C2=CC(=CC=C2)OCCN2CCCC2 isopropyl 3-(3-acrylamido-4-methylphenyl)-2-(3-(2-(pyrrolidin-1-yl)ethoxy)phenyl)-1H-pyrrolo[2,3-b]pyridine-5-carboxylate